ClC=1C=CC=2N(C1)C(=CN2)C2=NC=CC(=N2)N2CC1N(C(NCC1)=O)CC2 2-(2-{6-chloroimidazo[1,2-a]pyridin-3-yl}pyrimidin-4-yl)-octahydro-1H-pyrazino[1,2-c]pyrimidin-6-one